propyl 4-(((3R,6S)-1-acryloyl-6-methylpiperidin-3-yl)amino)-7H-pyrrolo[2,3-d]pyrimidine-5-carboxylate C(C=C)(=O)N1C[C@@H](CC[C@@H]1C)NC=1C2=C(N=CN1)NC=C2C(=O)OCCC